[Br].NC(CC)C=1N(C(=NC1)C)C 1-aminopropyl-2,3-dimethyl-imidazole bromine salt